di(decyl)naphthalene C(CCCCCCCCC)C1=C(C2=CC=CC=C2C=C1)CCCCCCCCCC